5-[4-chloro-3-(4,4-dimethyl-1-piperidyl)indazol-1-yl]sulfonyl-N,N-dimethyl-thiophene-2-sulfonamide ClC1=C2C(=NN(C2=CC=C1)S(=O)(=O)C1=CC=C(S1)S(=O)(=O)N(C)C)N1CCC(CC1)(C)C